N-[(3S,4R)-3-methyl-1'-methyl-1,4'-bipiperidyl-4-yl]-6-{3-[4-(N-methylcarbamoyl)-2-anisidino]-1-propynyl}-1-(2,2,2-trifluoroethyl)-1H-1,3-benzimidazole-4-carboxamide C[C@H]1CN(CC[C@H]1NC(=O)C1=CC(=CC=2N(C=NC21)CC(F)(F)F)C#CCNC=2C(OC)=CC=C(C2)C(NC)=O)C2CCN(CC2)C